C(C)(=O)[O-].C(CCCCCCCCCCCCCCCCC)[Sn+](CCCCCCCCCCCCCCCCCC)CCCCCCCCCCCCCCCCCC tristearyl-tin acetate